C1(CC1)S(=O)(=O)NC=1SC=C(N1)C(C(=O)NC1=NC=C(C=C1)C1=NC(=CN=C1)OCC(F)(F)F)CC 2-(2-(cyclopropanesulfonamido)thiazol-4-yl)-N-(5-(6-(2,2,2-trifluoroethoxy)pyrazin-2-yl)pyridin-2-yl)butanamide